FC1=C(C=CC(=C1)F)C1=CC=C(N=N1)NC1[C@H]2CN(C[C@@H]12)CC1CCOCC1 (1s,5r)-N-[6-(2,4-difluorophenyl)pyridazin-3-yl]-3-(tetrahydropyran-4-ylmethyl)-3-azabicyclo[3.1.0]hexane-6-amine